F[B-](F)(F)F.C(C)[N+](C)(CC)CC triethylmethylammonium tetrafluoroborate salt